CC1=C(C=CC=C1C(F)(F)F)[C@@H](C)NC1=NC=2N(C=3C1=CN(C(C3)=O)C3(CC3)C)N=CC2 (R)-5-((1-(2-methyl-3-(trifluoromethyl)phenyl)ethyl)amino)-7-(1-methylcyclopropyl)pyrazolo[1,5-a]pyrido[3,4-e]pyrimidin-8(7H)-one